NCCCCC1=CC2=C(N(C(N2C)=O)C2C(NC(CC2)=O)=O)C=C1 3-[5-(4-aminobutyl)-3-methyl-2-oxo-2,3-dihydro-1H-benzimidazol-1-yl]piperidine-2,6-dione